FC12C(NCC1O)CN(C2)C(=O)OC(C)(C)C (cis)-tert-Butyl 3a-fluoro-3-hydroxyhexahydropyrrolo[3,4-b]pyrrole-5(1H)-carboxylate